4-[3-[2,6-Dichloro-4-(3,3,4,4-tetrafluoropyrrolidin-1-yl)benzoyl]-2,4-dihydro-1,3-benzoxazin-8-yl]-5-fluoro-2-(3-oxa-8-azabicyclo[3.2.1]octan-8-yl)benzoic acid ClC1=C(C(=O)N2COC3=C(C2)C=CC=C3C3=CC(=C(C(=O)O)C=C3F)N3C2COCC3CC2)C(=CC(=C1)N1CC(C(C1)(F)F)(F)F)Cl